N1CCC(CC1)N1C=CC2=C(C=CC=C12)N1C(NC(CC1)=O)=O 1-[1-(piperidin-4-yl)-1H-indol-4-yl]-1,3-diazinane-2,4-dione